(3S)-ethyl 3-(4,5-difluoro-2',6'-dimethylbiphenyl-3-yl)-3-(2-(5-(2-(3-fluoroazetidin-1-yl)ethyl)-4-methyl-2-oxopyridin-1(2H)-yl)-4-methylpentanamido)propanoate FC1=C(C=C(C=C1F)C1=C(C=CC=C1C)C)[C@H](CC(=O)OCC)NC(C(CC(C)C)N1C(C=C(C(=C1)CCN1CC(C1)F)C)=O)=O